C(C)OC1=NC2=C(C=CN=C2C=C1)C=1C(=NN(C1)C)C1=NC=C(C=C1)F 2-ethoxy-8-[3-(5-fluoro-2-pyridinyl)-1-methyl-pyrazol-4-yl]-1,5-naphthyridine